4-(benzyloxy)-3-(5,5-dimethyl-1,3-dioxan-2-yl)-5-fluoro-N-(3-(4-(pyrrolidin-1-yl)phenyl)-1,2,4-thiadiazol-5-yl)benzamide C(C1=CC=CC=C1)OC1=C(C=C(C(=O)NC2=NC(=NS2)C2=CC=C(C=C2)N2CCCC2)C=C1F)C1OCC(CO1)(C)C